CC(CCC)C=1C(=CC(=C(C(=O)O)C1)C)O 5-(1-methylbutyl)-4-hydroxy-2-methylbenzoic acid